1-(3,3-Dimethyl-1,3,4,5,8,8a-hexahydronaphthalen-4a(2H)-yl)ethan-1-ol CC1(CCC2CC=CCC2(C1)C(C)O)C